tert-butyl (2S,4R)-4-((3-(5-cyclopropyl-2,4-dioxo-3,4-dihydropyrimidin-1(2H)-yl)pyrazolo[1,5-a]pyridin-5-yl)methyl)-2-methylpiperidine-1-carboxylate C1(CC1)C=1C(NC(N(C1)C=1C=NN2C1C=C(C=C2)C[C@H]2C[C@@H](N(CC2)C(=O)OC(C)(C)C)C)=O)=O